CC(C[C@@H](C(N[C@@H](C[C@H]1C(NCC1)=O)C(COC(F)(F)F)=O)=O)NC(C(=O)NC1=C(C=CC=C1)F)=O)(C)C N1-((S)-4,4-dimethyl-1-oxo-1-(((S)-3-oxo-1-((S)-2-oxopyrrolidin-3-yl)-4-(trifluoromethoxy)butan-2-yl)amino)pentan-2-yl)-N2-(2-fluorophenyl)-oxalamide